ClC1=CC(=C(C=C1)C1=NC(=NC2=C1N=C(N(C2=O)C)C)N2C[C@H](O[C@H](C2)C)C=2C=NN(C2)C2CC2)F 8-(4-chloro-2-fluoro-phenyl)-6-[(2R,6S)-2-(1-cyclopropylpyrazol-4-yl)-6-methyl-morpholin-4-yl]-2,3-dimethyl-pyrimido[5,4-d]pyrimidin-4-one